ClCC=1C=CC(=C(C1)NC(=O)C1=CC(=NN1C1=CC(=CC=C1)C#N)C(F)(F)F)F N-(5-(chloromethyl)-2-fluorophenyl)-1-(3-cyanophenyl)-3-(trifluoromethyl)-1H-pyrazole-5-carboxamide